N-(4-(4-(2-chloro-3-ethylphenyl)piperazin-1-yl)-3-fluorobutyl)benzofuran-2-carboxamide ClC1=C(C=CC=C1CC)N1CCN(CC1)CC(CCNC(=O)C=1OC2=C(C1)C=CC=C2)F